CCCC[C@@H](CC)C1OCCO1 2-ethylpentyl-1,3-dioxolane